Cl.N[C@H](C(=O)N)[C@@H](C=C)C (2S,3R)-2-amino-3-methylpent-4-enamide hydrochloride